(E)-3-(dimethylamino)-1-(4-methoxynaphthalene-1-yl)-2-(4-fluorophenyl)prop-2-ene CN(/C=C(\CC1=CC=C(C2=CC=CC=C12)OC)/C1=CC=C(C=C1)F)C